C(C)C1=C(C(=NN1C1=CC2=CC=CC=C2C=C1)C)C1=CC2=CC=CC=C2C=C1 5-ethyl-3-methyl-1,4-bis(naphthalen-2-yl)-1H-pyrazole